FC1=C(C(=C(C(=C1F)F)F)F)S(=O)(=O)NC=1C2=C(N=CN1)NC=C2 2,3,4,5,6-pentafluoro-N-(7H-pyrrolo[2,3-d]pyrimidin-4-yl)benzenesulfonamide